BrC1=CC2=CC(N=C2C=C1)=O 5-Bromoindolone